COC(C(C1=CC2=CC=CC=C2C=C1)=[N+]=[N-])=O 2-diazo-2-(2-naphthyl)-acetic acid methyl ester